COC(C1=C(N=C(C=C1C)N1CC(N(CC1)C(=O)C1=CC=C2C(=N1)C(CN2C(C)=O)(C)C)(C)C)C)=O 6-(4-(1-acetyl-3,3-dimethyl-2,3-dihydro-1H-pyrrolo[3,2-b]pyridine-5-carbonyl)-3,3-dimethylpiperazin-1-yl)-2,4-dimethylnicotinic acid methyl ester